C(CCCCCCCCCCCCCCCCCCCCCCCCCCCCC)(=O)OCCC n-propyl triacontanoate